O[C@H](C[C@H](C(C)C)N(C([C@H]([C@H](CC)C)NC(=O)[C@@H]1N(CCCC1)C)=O)OCCCC#C)C=1SC=C(N1)C(=O)OCC Ethyl 2-((1R,3R)-1-hydroxy-4-methyl-3-((2S,3S)-3-methyl-2-((R)-1-methylpiperidine-2-carboxamido)-N-(pent-4-ynyloxy)pentanamido)pentyl)thiazole-4-carboxylate